1-Cyclohexyl-1-cyclopentyl-3-methyl-hexan-1-ol C1(CCCCC1)C(CC(CCC)C)(O)C1CCCC1